(2S,3R,4S,5R)-3-((tert-butyldimethylsilyl)oxy)-4-fluoro-5-(5-fluoro-2,4-dioxo-3,4-dihydropyrimidin-1(2H)-yl)tetrahydrofuran-2-carbaldehyde [Si](C)(C)(C(C)(C)C)O[C@@H]1[C@H](O[C@H]([C@H]1F)N1C(NC(C(=C1)F)=O)=O)C=O